(3aR,5r,6aS)-2-acetyl-N-(5-chloro-4-(5,5-dimethyl-5,6-dihydro-4H-pyrrolo[1,2-b]pyrazol-3-yl)pyridin-2-yl)octahydrocyclopenta[c]pyrrole-5-carboxamide C(C)(=O)N1C[C@@H]2[C@H](C1)CC(C2)C(=O)NC2=NC=C(C(=C2)C2=C1N(N=C2)CC(C1)(C)C)Cl